CN1CCN(CC1)C1=C(OC\C=C/CO)C=C(C=C1)[N+](=O)[O-] (Z)-4-(2-(4-methylpiperazin-1-yl)-5-nitrophenoxy)but-2-en-1-ol